N1N=CC(=C1)CCC1=C(C=CC(=C1F)F)[C@H]1[C@@H](O[C@]([C@H]1C)(C(F)(F)F)C)C(=O)NC=1C(=NN(C1)C(F)F)C (2R,3S,4S,5R)-3-(2-(2-(1H-pyrazol-4-yl)ethyl)-3,4-difluorophenyl)-N-(1-(difluoromethyl)-3-methyl-1H-pyrazol-4-yl)-4,5-dimethyl-5-(trifluoromethyl)tetrahydrofuran-2-carboxamide